Cl.Cl.FC1=CC=C(C=C1)CC=1C=C2C(=NC1)C(CN2C(CN2[C@H](CN[C@@H](C2)C)CN2C(CCC2)=O)=O)(C)C 1-{[(2R,5R)-1-(2-{6-[(4-Fluorophenyl)methyl]-3,3-dimethyl-1H,2H,3H-pyrrolo[3,2-b]pyridin-1-yl}-2-oxoethyl)-5-methylpiperazin-2-yl]methyl}pyrrolidin-2-one dihydrochloride